(2S,4S)-1-((R)-2-(2-naphthamido)-3-cyclohexylpropanoyl)-N-(4-(2-amino-2-oxoacetyl)tetrahydro-2H-pyran-4-yl)-4-(3-oxo-[1,2,4]triazolo[4,3-a]pyridin-2(3H)-yl)pyrrolidine-2-carboxamide C1=C(C=CC2=CC=CC=C12)C(=O)N[C@@H](C(=O)N1[C@@H](C[C@@H](C1)N1N=C2N(C=CC=C2)C1=O)C(=O)NC1(CCOCC1)C(C(=O)N)=O)CC1CCCCC1